NC=1C=C(COCC2=C(C=CC(=N2)N(C(OC(C)(C)C)=O)CC2=CC=C(C=C2)OC)F)C=C(C1OC)B1OC(C(O1)(C)C)(C)C Tert-butyl (6-(((3-amino-4-methoxy-5-(4,4,5,5-tetramethyl-1,3,2-dioxaborolan-2-yl)benzyl)oxy)methyl)-5-fluoropyridin-2-yl)(4-methoxybenzyl)carbamate